FC=1C=C(C=C(C1F)N1C=NC(=C1)C)[C@H]1[C@@H](C1)C=1C=NC(=NC1)C1=NC=CC=N1 trans-5-(2-(3,4-difluoro-5-(4-methyl-1H-imidazol-1-yl)phenyl)cyclopropyl)-2,2'-bipyrimidine